2,2-diisobutyl-1,3-dioxolane-4-methanol C(C(C)C)C1(OCC(O1)CO)CC(C)C